O[C@@H](C(CO[C@H]1O[C@@H]([C@@H]([C@@H]([C@H]1O)O)O)CO)NC(CCCCCCCCCCCCCCCCCCCCCCCCC)=O)[C@@H](CCCCCCCCCCCCCC)O N-[(3S,4R)-3,4-dihydroxy-1-[(2S,3R,4S,5R,6R)-3,4,5-trihydroxy-6-(hydroxymethyl)oxan-2-yl]oxyoctadecan-2-yl]hexacosanamide